N-((1R,2S)-2-Acrylamidocyclopentyl)-4-oxo-5-(4-(pyridazin-3-yloxy)phenyl)-4,5-dihydro-3H-1-thia-3,5,8-triazaacenaphthylene-2-carboxamide C(C=C)(=O)N[C@@H]1[C@@H](CCC1)NC(=O)C=1SC=2N=CC=C3N(C(NC1C23)=O)C2=CC=C(C=C2)OC=2N=NC=CC2